CC(CCC=C)(C)NC1=C(C=C(C(=N1)C(=O)NN)[N+](=O)[O-])C(F)(F)F 6-(1,1-dimethylpent-4-enylamino)-3-nitro-5-(trifluoromethyl)pyridine-2-carbohydrazide